C1(CC1)C1=NC=NC(=C1C1=NN2C([C@H](CCC2)NC2=CC=C(C=C2)C=2N(C=C(N2)C(F)(F)F)CC)=C1)OC (S)-2-(4-cyclopropyl-6-methoxypyrimidin-5-yl)-N-(4-(1-ethyl-4-(trifluoromethyl)-1H-imidazol-2-yl)phenyl)-4,5,6,7-tetrahydropyrazolo[1,5-a]pyridin-4-amine